2-((2-(5-(3-((tert-butoxycarbonyl)amino)-6-methoxypyridin-2-yl)pentyl)-4-fluorophenyl)amino)-5-(trifluoromethyl)nicotinic acid C(C)(C)(C)OC(=O)NC=1C(=NC(=CC1)OC)CCCCCC1=C(C=CC(=C1)F)NC1=C(C(=O)O)C=C(C=N1)C(F)(F)F